N-[6-Methyl-5-(4-pyridin-3-yl-pyrimidin-2-ylamino)-pyridin-3-yl]-4-piperidin-4-yl-benzamide CC1=C(C=C(C=N1)NC(C1=CC=C(C=C1)C1CCNCC1)=O)NC1=NC=CC(=N1)C=1C=NC=CC1